C(#N)C1(CC1)N[C@H]1CN(CC1)C=1C2=CN(N=C2C(=C(C1)F)C(=O)NC=1C=C(C=2N(C1)C=C(N2)C)F)C 4-[(3R)-3-[(1-cyanocyclopropyl)amino]pyrrolidin-1-yl]-6-fluoro-N-{8-fluoro-2-methylimidazo[1,2-a]pyridin-6-yl}-2-methylindazole-7-carboxamide